[CH-]1[CH-][CH-][CH-][CH-]1.[CH-]1C=CC=C1.[Mg+2] magnesocene